CN1N=C(C(=C1)C=1C=NC=2CCN(CC2C1)C1=NC(=NC2=CC=C(C=C12)C(F)(F)F)C)C 4-[3-(1,3-dimethylpyrazol-4-yl)-7,8-dihydro-5H-1,6-naphthyridin-6-yl]-2-methyl-6-(trifluoromethyl)quinazoline